(5R)-2-(1-ethylsulfonylpiperidin-4-yl)-5-methyl-6,7-dihydro-5H-pyrazolo[5,1-B][1,3]oxazine-3-carboxylic acid ethyl ester C(C)OC(=O)C=1C(=NN2C1O[C@@H](CC2)C)C2CCN(CC2)S(=O)(=O)CC